[1,3]Oxazine-6-carbaldehyde O1CN=CC=C1C=O